(N,N-diisopropylamino)methylphosphonamidic chloride C(C)(C)N(C(C)C)CP(=O)(N)Cl